C1(CCCC1)N1N=C(C=C1C1=C(C=CC=C1OC)OC)C(=O)N[C@H](CC(=O)NCCOC)CCN1CCCCC1 (3S)-3-{[1-cyclopentyl-5-(2,6-dimethoxyphenyl)-1H-pyrazol-3-yl]formamido}-N-(2-methoxyethyl)-5-(piperidin-1-yl)pentanamide